2-(6-(5-chloro-1-((5-(3-fluoro-4-methoxyphenyl)pyrazin-2-yl)methyl)-1H-indazole-7-carboxamido)spiro[3.3]heptan-2-yl)acetic acid ClC=1C=C2C=NN(C2=C(C1)C(=O)NC1CC2(CC(C2)CC(=O)O)C1)CC1=NC=C(N=C1)C1=CC(=C(C=C1)OC)F